C(C)(C)N(C(=O)C1=C(OC2=C(N=CN=N2)N2C[C@@H](CC2)CN2CCC3(CC2)CCC(CC3)NC(=O)C=3N=CN(C3)C)C=CC(=C1)F)C(C)C (S)-N-(3-((1-(6-(2-(diisopropylcarbamoyl)-4-fluorophenoxy)-1,2,4-triazine-5-yl)pyrrolidin-3-yl)methyl)-3-azaspiro[5.5]undecane-9-yl)-1-methyl-1H-imidazole-4-carboxamide